CC1(NC(C2=CC=C(C=C12)NC1=NC=C(C(=N1)N[C@H](CO)C1=CC=CC=C1)C(=O)NN)=O)C (S)-2-((3,3-dimethyl-1-oxoisoindolin-5-yl)amino)-4-((2-hydroxy-1-phenylethyl)amino)pyrimidine-5-carbohydrazide